O(F)F.[Bi] bismuth oxyfluoride